COC1=C(C=C(C=N1)C1=CC=2N(C=C1)N=C(N2)N)C(=O)N2CC(CCC2)CC2=CC=C(C=C2)C 7-(6-methoxy-5-{3-[(4-methylphenyl)methyl]piperidine-1-carbonyl}pyridin-3-yl)-[1,2,4]triazolo[1,5-a]pyridin-2-amine